C/C(=C/CO)/CCC=C(C)C (Z)-3,7-dimethyl-oct-2,6-dien-1-ol